(pyridin-3-yl)-9H-purin N1=CC(=CC=C1)C1=NC=C2N=CNC2=N1